C1(CC1)COC1=NC(=NC(=C1)C)C1=CC(=C(OCCCC(=O)O)C(=C1)F)F 4-[4-(4-cyclopropylmethoxy-6-methyl-pyrimidin-2-yl)-2,6-difluoro-phenoxy]-butyric acid